Cl.NN(C(=N)N)N N,N-diaminoguanidine hydrochloride